8-bromo-7,9-difluoro-4,4-dimethyl-1-(pyridin-2-ylmethyl)-4,5-dihydro-[1,2,4]triazolo[4,3-a]quinoxaline BrC1=C(C=C2NC(C=3N(C2=C1F)C(=NN3)CC3=NC=CC=C3)(C)C)F